NC1=NC=NC=2N(C3=CC(=CC=C3C21)C(=O)OC)CC(=O)OC(C)(C)C methyl 4-amino-9-(2-(tert-butoxy)-2-oxoethyl)-9H-pyrimido[4,5-b]indole-7-carboxylate